C(C)(=O)O[C@H](COC1=C(C=C(C=C1Cl)C(C)(C)C1=CC=C(C=C1)OC[C@H](CN1C=NC=C1)OC(C)=O)Cl)CCl (R)-1-(4-(2-(4-((S)-2-acetoxy-3-(1H-imidazol-1-yl)propoxy)phenyl)propan-2-yl)-2,6-dichlorophenoxy)-3-chloropropan-2-yl acetate